F[C@@H]1C(NC2=C(C=C(C=C2C1)[C@@H](CN1C[C@@H]2[C@](C1)(C[C@H](C2)OC2=CC=CC=C2)O)O)F)=O (S)-3,8-difluoro-6-((S)-1-hydroxy-2-((3as,5S,6ar)-3a-hydroxy-5-phenoxyhexahydrocyclopenta[c]pyrrol-2(1H)-yl)ethyl)-3,4-dihydro-quinolin-2(1H)-one